CC(C)NC(=O)O[C@H]1C[C@H](CC1)C1=NN(C(=C1)NC1=CC=C(C2=C1CCS2(=O)=O)Cl)C(C)(C)C (1R,3S)-3-{5-[(7-chloro-1,1-dioxo-2,3-dihydro-1λ6-benzothiophen-4-yl)amino]-1-(2-methylprop-2-yl)pyrazol-3-yl}cyclopentyl (prop-2-ylamino)methanoate